4-Chloro-1-(4-fluorophenyl)butan-1-one ClCCCC(=O)C1=CC=C(C=C1)F